ClC1=C(C=CC=C1)CC(=O)NC1=CC(=C(C=C1)C=1C=NN(C1)C1OCCCC1)S(N=CN(C)C)(=O)=O 2-(2-chlorophenyl)-N-(3-{[(dimethylamino)methylidene]Sulfamoyl}-4-[1-(tetrahydro-2H-pyran-2-yl)-1H-pyrazol-4-yl]Phenyl)acetamide